Cl.ClC1=C2CCN[C@@H](C2=C(C=C1)OCC=1N=NN(C1C(F)(F)F)C)CN1C(CCC1)=O (S)-1-((5-chloro-8-((1-methyl-5-(trifluoromethyl)-1H-1,2,3-triazol-4-yl)methoxy)-1,2,3,4-tetrahydroisoquinolin-1-yl)methyl)pyrrolidin-2-one hydrochloride